5-(2-chloro-5-(isobutyrylaminomethyl)benzoylamino)-N-(3,4-dichlorophenyl)-1-(2,2-difluoroethyl)-1H-indole-2-carboxamide ClC1=C(C(=O)NC=2C=C3C=C(N(C3=CC2)CC(F)F)C(=O)NC2=CC(=C(C=C2)Cl)Cl)C=C(C=C1)CNC(C(C)C)=O